benzo[d]thiazole di-p-toluenesulfonate CC1=CC=C(C=C1)S(=O)(=O)O.CC1=CC=C(C=C1)S(=O)(=O)O.S1C=NC2=C1C=CC=C2